FC1=CC2=C(N(CCO2)C(=O)C2=CC3=C(N=CN3)C(=C2)C)C=C1 (7-fluoro-2,3-dihydro-1,4-benzoxazin-4-yl)-(7-methyl-3H-benzimidazol-5-yl)methanone